(2Z,3E)-6'-bromo-3-((2-hydroxyethoxy)imino)-[2,3'-biindolinylidene]-2'-one BrC1=CC=C2/C(/C(NC2=C1)=O)=C\1/NC2=CC=CC=C2/C1=N\OCCO